5-chloro-3-isopropyl-N-[(2-pyrazol-1-ylphenyl)methyl]-1H-pyrazolo[4,3-d]pyrimidin-7-amine ClC=1N=C(C2=C(N1)C(=NN2)C(C)C)NCC2=C(C=CC=C2)N2N=CC=C2